CC(=O)N[C@@H]1[C@H]([C@@H]([C@H](O[C@H]1O[C@H]2[C@H]([C@H](OC([C@@H]2O)O)CO)O)CO)O)O The molecule is an amino disaccharide consisting of 2-acetamido-2-deoxy-beta-D-glucopyranose and D-galactopyranose residues joined by a (1->3) glycosidic bond. It is an amino disaccharide and a member of acetamides. It derives from a D-galactopyranose and a N-acetyl-beta-D-glucosamine.